CCN(CC)C1=CC=C(C=C1)C(=C2C=CC(=[N+](CC)CC)C=C2)C3=CC=CC=C3.OS(=O)(=O)[O-] The molecule is an organic hydrogensulfate salt having 4-{[4-(diethylamino)phenyl](phenyl)methylidene}-N,N-diethylcyclohexa-2,5-dien-1-iminium as the counterion. It has a role as a fluorochrome, a histological dye, an antiseptic drug, an antibacterial agent, a poison and an environmental contaminant. It contains a brilliant green cation.